NC1=NC=2C=C(C=CC2C2=C1N=C(N2CC(CO)(C)CO)CCCC)CCCN2CCN(CC2)C(CCCCCN2C(C=CC2=O)=O)=O 1-(6-(4-(3-(4-amino-2-butyl-1-(3-hydroxy-2-(hydroxymethyl)-2-methylpropyl)-1H-imidazo[4,5-c]quinolin-7-yl)propyl)piperazin-1-yl)-6-oxohexyl)-1H-pyrrole-2,5-dione